FC=1C=C(CNC(=O)[C@H]2N(C[C@@H](C2)O)C(=O)[O-])C=CC1C1=C(N=CS1)C (2S,4R)-2-((3-fluoro-4-(4-methylthiazol-5-yl) benzyl) carbamoyl)-4-hydroxypyrrolidine-1-carboxylate